2-(1-isopropylpyrazol-4-yl)-5-propyl-3H-imidazo[2,1-B]purin-4-one C(C)(C)N1N=CC(=C1)C1=NC=2N3C(N(C(C2N1)=O)CCC)=NC=C3